NC[C@H](CC(=O)OC1=C2C(=CNC2=CC=C1)C(C([2H])([2H])N(C([2H])([2H])[2H])C([2H])([2H])[2H])([2H])[2H])CC(C)C 3-(2-(bis(methyl-d3)amino) ethyl-1,1,2,2-d4)-1H-indol-4-yl (S)-3-(aminomethyl)-5-methyl-hexanoate